4-(butylamino)-6-methyl-2-(methylthio)-5,6-Dihydropyridine C(CCC)NC1=CC(=NC(C1)C)SC